(1S,4S)-N-(4-(5-(difluoromethyl)-1,3,4-oxadiazol-2-yl)-2-fluorobenzyl)-N-(3,4-difluorophenyl)-5-methyl-2,5-diazabicyclo[2.2.1]heptane-2-thioamide FC(C1=NN=C(O1)C1=CC(=C(CN(C(=S)N2[C@@H]3CN([C@H](C2)C3)C)C3=CC(=C(C=C3)F)F)C=C1)F)F